6-(1-methylpyrazol-3-yl)-3-[[(2S)-oxetan-2-yl]methyl]benzimidazole-5-carboxylic acid CN1N=C(C=C1)C=1C(=CC2=C(N=CN2C[C@H]2OCC2)C1)C(=O)O